N-(methyl-d3)-5-(piperazin-1-yl)pyridinamide dihydrochloride Cl.Cl.C(NC(=O)C1=NC=C(C=C1)N1CCNCC1)([2H])([2H])[2H]